4-ethoxy-2-[3-(1,3,5-trimethylpyrazol-4-yl)pyrazolo[1,5-a]pyridin-5-yl]thiazole-5-carboxylic acid C(C)OC=1N=C(SC1C(=O)O)C1=CC=2N(C=C1)N=CC2C=2C(=NN(C2C)C)C